N=1NN=NC1C=1C=C(N)C=CC1 3-(2H-Tetrazol-5-yl)aniline